(S)-5-(2'-methoxy-4'-methyl-3,4,5,6-tetrahydro-2H-[1,3']bipyridinyl-4-yl)-2,4-dimethyl-7-(3-trifluoromethyl-pyridin-2-ylmethyl)-2,4,5,7-tetrahydro-pyrazolo[3,4-d]pyrimidin-6-one COC1=NC=CC(=C1N1CCC(CC1)N1C(N(C=2C([C@@H]1C)=CN(N2)C)CC2=NC=CC=C2C(F)(F)F)=O)C